6-bromo-N-(2-methoxy-4-((5-(methylsulfanyl)-2-(piperazin-1-yl)pyrimidin-4-yl)amino)phenyl)pyridine BrC1=CC=CCN1C1=C(C=C(C=C1)NC1=NC(=NC=C1SC)N1CCNCC1)OC